ClC1=C(C(=O)NC2=CC=C3C=C(NC3=C2)C(=O)NC2=CC(=CC=C2)Cl)C=C(C=C1)CNC(C(C)C)=O 6-(2-chloro-5-(isobutyrylaminomethyl)benzoylamino)-N-(3-chlorophenyl)-1H-indole-2-carboxamide